C(C)(C)(C)OC(NC1=NN2C(OCC2)=C1)=O (2,3-Dihydropyrazolo[5,1-b]oxazol-6-yl)carbamic acid tert-butyl ester